C(CCCCCCCC)C([C@@H]([C@@H]1C(=C(C(=O)O1)O)[O-])O)(O)CCCCCCCCC dinonyl-ascorbate